BrC=1C(=C(C=CC1)NC1=NC=NC2=CC3=C(C=C12)OC[C@H](O3)CN3CCOCC3)F |r| (±)-N-(3-Bromo-2-fluorophenyl)-8-[(morpholin-4-yl)methyl]-7,8-dihydro[1,4]dioxino[2,3-g]quinazolin-4-amine